ClC1=CC=C(S1)SCC(=O)N1CC2=CC=CC=C2C1 2-[(5-chlorothiophen-2-yl)sulfanyl]-1-(1,3-dihydro-2H-isoindol-2-yl)ethanone